ethyl 1-(4-bromobenzyl)azetidine-3-carboxylate BrC1=CC=C(CN2CC(C2)C(=O)OCC)C=C1